ClC=1C=C(C=CC1N1CCOCC1)NC(CN(S(=O)(=O)C=1C=C(C=C2C=NNC12)C1CC1)C)=O N-(3-chloro-4-morpholinophenyl)-2-(5-cyclopropyl-N-methyl-1H-indazole-7-sulfonamido)acetamide